CC=1C=C(CN(C=2C=CC=3N(C2)C(=CN3)C(=O)NC3=CC=CC=C3)C)C=CC1C 6-((3,4-dimethylbenzyl)(methyl)amino)-N-phenylimidazo[1,2-a]pyridine-3-carboxamide